CC(COC1=C(C=CC=C1)O)=C 2-(2-methyl-allyloxy)phenol